4,8-dimethylnon-2,7-dien-4-ol CC(C=CC)(CCC=C(C)C)O